5-(1-(6-cyclopropylpyridin-3-yl)-5-(3,5-dimethylisoxazol-4-yl)-1H-pyrrolo[2,3-b]pyridin-3-yl)-4,6-diethoxypicolinic acid C1(CC1)C1=CC=C(C=N1)N1C=C(C=2C1=NC=C(C2)C=2C(=NOC2C)C)C=2C(=CC(=NC2OCC)C(=O)O)OCC